BrC=1C(C(=CN2C1NC(C=C2)=O)C2=CC1=CN(N=C1C=C2)C)=O 9-bromo-7-(2-methyl-2H-indazol-5-yl)-1H-pyrido[1,2-a]pyrimidin-2,8-dione